NC1=C2C(=NC=N1)N(N=C2C2=CC=C(C=C2)OC2=CC=CC=C2)[C@H]2CN(CCC2)C2CCNCC2 (R)-3-(4-amino-3-(4-phenoxyphenyl)-1H-pyrazolo[3,4-d]pyrimidin-1-yl)-[1,4'-bipiperidine]